C(C)OC1=C(C=NC(=C1)OCC1=CC=C(C=C1)OC)C1=CC(=C(C=C1)CC(=O)NC=1C=C(C(=O)NC2CN(C2)C)C=C(C1)C(F)(F)F)F 3-(2-(4-(4-ethoxy-6-((4-methoxybenzyl)oxy)pyridin-3-yl)-2-fluorophenyl)acetamido)-N-(1-methylazetidin-3-yl)-5-(trifluoromethyl)benzamide